3-(4-(11H-dibenzo[b,e]azepin-6-yl)piperazin-1-yl)-2,2-dimethylpropionic acid C1=CC=CC=2N=C(C3=C(CC21)C=CC=C3)N3CCN(CC3)CC(C(=O)O)(C)C